2-amino-5-{2-[(1S)-1-cyclopropylethyl]-1-oxo-7-(trifluoromethoxy)-2,3-dihydro-1H-isoindol-5-yl}-N-[(1R,2R)-2-hydroxycyclopentyl]pyrazolo[1,5-a]pyrimidine-3-carboxamide NC1=NN2C(N=C(C=C2)C=2C=C3CN(C(C3=C(C2)OC(F)(F)F)=O)[C@@H](C)C2CC2)=C1C(=O)N[C@H]1[C@@H](CCC1)O